CN1N=CC=2C(=NC(=CC21)C(=O)N)C=2N(C=C(N2)C=2C=NN(C2)CCC)C 1-methyl-4-[1-methyl-4-(1-propyl-1H-pyrazol-4-yl)-1H-imidazol-2-yl]-1H-pyrazolo[4,3-c]pyridine-6-carboxamide